FC(OC1=CC=C(C=C1)C1=CC=C2CCC(C(C2=C1)NC(O[C@@H]1CN2CCC1CC2)=O)(C)C)F (S)-quinuclidin-3-yl (7-(4-(difluoromethoxy)phenyl)-2,2-dimethyl-1,2,3,4-tetrahydronaphthalen-1-yl)carbamate